C1(CC1)[C@H](C=1C=CC2=C(NC(=N2)[C@@H](NC(=O)C2=CC=NN2C(C)C)[C@@H]2OCCCC2)C1)NC(CC1CC(C1)(F)F)=O |o1:24| N-((R)-(6-((R)-Cyclopropyl(2-(3,3-difluorocyclobutyl)acetamido)methyl)-1H-benzo[d]imidazol-2-yl)((R*)-tetrahydro-2H-pyran-2-yl)methyl)-1-isopropyl-1H-pyrazole-5-carboxamide